Allyl (5S,8S,11S)-11-benzyl-8-(4-diazo-3-oxobutyl)-1-(9H-fluoren-9-yl)-5-isobutyl-3,6,9,12-tetraoxo-2,16,19,22-tetraoxa-4,7,10,13-tetraazapentacosan-25-oate C(C1=CC=CC=C1)[C@H](NC([C@@H](NC([C@@H](NC(OCC1C2=CC=CC=C2C=2C=CC=CC12)=O)CC(C)C)=O)CCC(C=[N+]=[N-])=O)=O)C(NCCOCCOCCOCCC(=O)OCC=C)=O